BrC=1C=CC2=C(N(C(CC(=C2)C=NO)=O)CC2=CC=C(C=C2)OC)C1 8-Bromo-1-(4-methoxybenzyl)-2-oxo-2,3-dihydro-1H-benzo[b]azepine-4-carbaldehyde oxime